NC1=NNC2=CC=CC(=C12)C=1C(=C(C(=CC1)S(=O)(=O)C1CNC1)S(=O)(=O)N)C1=NN=NN1 3-(3-amino-1H-indazol-4-yl)-6-(azetidin-3-ylsulfonyl)-2-(1H-tetrazol-5-yl)benzenesulfonamide